(4-fluorophenyl)-1,3-dihydro-2H-cyclopenta[b]benzofuran-2,2-dicarboxylate FC1=CC=C(C=C1)OC(=O)C1(CC2=C(OC3=C2C=CC=C3)C1)C(=O)[O-]